CC(C(=O)C1=C(C=CC=C1)B1OC(C(O1)(C)C)(C)C)C 2-methyl-1-[o-(4,4,5,5-tetramethyl-1,3,2-dioxaborolan-2-yl)phenyl]-1-propanone